Trifluoromethylborat FC(F)(F)OB([O-])[O-]